3-chloro-N-(thiophen-2-ylmethyl)-1,2,4-triazin-5-amine ClC=1N=NC=C(N1)NCC=1SC=CC1